ClC1=NC2=CC(=CC(=C2C=C1)C)C 2-chloro-5,7-dimethylquinoline